4-(3-hydroxyphenyl)-5,6-Dihydro-1,2,4-triazine-1(4H)-carbaldehyde OC=1C=C(C=CC1)N1C=NN(CC1)C=O